FC1=C(C=C(C=C1)F)C(CC#C)N1N=C2C=C(C=CC2=C1)C#CC1(CN(CCC1)C(=O)OC(C)(C)C)C Tert-butyl 3-((2-(1-(2,5-difluorophenyl) but-3-yn-1-yl)-2H-indazol-6-yl) ethynyl)-3-methylpiperidine-1-carboxylate